NC1=C(C=2N(C(N(CC2C=N1)C1=C(C(=CC(=C1F)OC)OC)F)=O)C)\C=C\C1=CC=CC=C1 7-amino-3-(2,6-difluoro-3,5-dimethoxyphenyl)-1-methyl-8-[(E)-2-phenylvinyl]-3,4-dihydropyrido[4,3-d]pyrimidin-2(1H)-one